COC(C1=C(C(=CC=C1)C=1C=NNC1C)Cl)=O.C1(CC1)C1=NNC(=C1)NC(CC=1C=NN(C1)C1=CC(=CC(=C1)F)F)=O N-(3-cyclopropyl-1H-pyrazol-5-yl)-2-(1-(3,5-difluorophenyl)-1H-pyrazol-4-yl)acetamide methyl-2-chloro-3-(5-methyl-1H-pyrazol-4-yl)benzoate